18-hydroxy-4,6,8,10,12,14,16-heptamethylnonadecyl heptyloxymethyl ether C(CCCCCC)OCOCCCC(CC(CC(CC(CC(CC(CC(CC(C)O)C)C)C)C)C)C)C